FC=1C(=C(C=CC1)[C@@H]1C(=C(NC(=N1)C=1SC=CN1)C12C3C4C5(C(C14)C2C53)C(=O)O)C(=O)OC)C (2R,3R,5R,6R,7R,8R)-4-((R)-6-(3-fluoro-2-methylphenyl)-5-(methoxycarbonyl)-2-(thiazol-2-yl)-3,6-dihydropyrimidin-4-yl)cubane-1-carboxylic acid